4-(5-Hydroxypyridin-3-yl)-3-methylbenzaldehyde OC=1C=C(C=NC1)C1=C(C=C(C=O)C=C1)C